BrC1=C(C=C2C(=NC(=NC2=C1Cl)Cl)N1C[C@H]2CC[C@@H](C1)N2C(=O)OC(C)(C)C)C(F)(F)F tert-butyl (1R,5S)-3-(7-bromo-2,8-dichloro-6-(trifluoromethyl)quinazolin-4-yl)-3,8-diazabicyclo[3.2.1]octane-8-carboxylate